4-((tert-butyldiphenylsilyl)oxy)-2-chlorobenzaldehyde [Si](C1=CC=CC=C1)(C1=CC=CC=C1)(C(C)(C)C)OC1=CC(=C(C=O)C=C1)Cl